tert-Butyl (3-cyano-4-(3-(8-(dimethylamino)-2-oxa-6-azaspiro[3.4]octan-6-yl)-5-fluoro-7,9-dihydrofuro[3,4-f]quinazolin-6-yl)-7-fluorothieno[3,2-c]pyridin-2-yl)carbamate C(#N)C1=C(SC2=C1C(=NC=C2F)C=2C1=C(C=3C=NC(=NC3C2F)N2CC3(COC3)C(C2)N(C)C)COC1)NC(OC(C)(C)C)=O